C1(CCC1)OC1=C2CC[C@@H](N(C2=CC=C1C=1C=NN(C1)C1CCS(CC1)(=O)=O)C(=O)C1CC1)C 4-{4-[(2S)-5-cyclobutoxy-1-cyclopropanecarbonyl-2-methyl-1,2,3,4-tetrahydroquinolin-6-yl]-1H-pyrazol-1-yl}-1λ6-thiane-1,1-dione